4-(tert-butyl)-2,6-dimethoxybenzenesulfonamide C(C)(C)(C)C1=CC(=C(C(=C1)OC)S(=O)(=O)N)OC